O[C@H]1C[C@H]2CCC(N3[C@]2(CC1)OC[C@@H]3C(C)C)=O (3S,7aR,9R,11aR)-9-hydroxy-3-isopropyl-3,6,7,7a,8,9,10,11-octahydro-2H-oxazolo[2,3-j]quinolin-5-one